butyl N-[4-(2-bromoacetyl)phenyl]carbamate BrCC(=O)C1=CC=C(C=C1)NC(OCCCC)=O